N-(2-methylbenzyl)-4-(3-(pyridin-4-ylmethyl)ureido)benzamide tert-butyl-(1R,5S)-3-(2,7-dichloropyrido[2,3-d]pyrimidin-4-yl)-3,8-diazabicyclo[3.2.1]octane-8-carboxylate C(C)(C)(C)OC(=O)N1[C@H]2CN(C[C@@H]1CC2)C=2C1=C(N=C(N2)Cl)N=C(C=C1)Cl.CC1=C(CNC(C2=CC=C(C=C2)NC(=O)NCC2=CC=NC=C2)=O)C=CC=C1